(R)-N-(4-((2',6'-difluoro-[1,1'-biphenyl]-3-yl)amino)-7-(3-(3-(dimethylamino)pyrrolidin-1-yl)propoxy)quinazolin-6-yl)acrylamide FC1=C(C(=CC=C1)F)C1=CC(=CC=C1)NC1=NC=NC2=CC(=C(C=C12)NC(C=C)=O)OCCCN1C[C@@H](CC1)N(C)C